ethyl (2S)-2-[4-bromo-2-(5-cyclopropyl-4-butoxy-4,5-dihydroisoxazol-3-yl)phenoxy]propanoate BrC1=CC(=C(O[C@H](C(=O)OCC)C)C=C1)C1=NOC(C1OCCCC)C1CC1